1-(4-((3-(dimethylamino)benzyl)(3-methoxybenzyl)amino)benzyl)piperazine-2,5-dione CN(C=1C=C(CN(C2=CC=C(CN3C(CNC(C3)=O)=O)C=C2)CC2=CC(=CC=C2)OC)C=CC1)C